4-bromo-1-chloro-6,7-dihydro-5H-cyclopenta[c]pyridine BrC=1C2=C(C(=NC1)Cl)CCC2